6-thia-3,4,12,20,31-pentazapentacyclo[24.3.1.12,5.016,24.017,21]hentriaconta-1(30),2(31),4,16,18,21,23,26,28-nonaen-13-one C1=2C=3NN=C(SCCCCCNC(CCC4=C5C=CNC5=CC=C4CC(=CC=C1)C2)=O)N3